CC1=C2C(=NNC2=CC(=C1)C)C=O 4,6-DIMETHYL-3(1H)INDAZOLECARBOXALDEHYDE